2-(4-(2,6-dimethylmorpholino)-3-fluorophenyl)spiro[3.3]heptane-2,6-diamine CC1OC(CN(C1)C1=C(C=C(C=C1)C1(CC2(C1)CC(C2)N)N)F)C